CC=1N=NC(=CC1)OC1CCNCC1 3-methyl-6-(piperidin-4-yloxy)pyridazine